BrC=1C=CC2=C(N(C(CS2)=O)C)C1 6-Bromo-4-methyl-2H-1,4-benzothiazin-3(4H)-one